(R)-2-cyano-5-methyl-5,6,7,8-tetrahydro-1,6-naphthyridin-6-ium 2,2,2-trifluoroacetate FC(C(=O)[O-])(F)F.C(#N)C1=NC=2CC[NH2+][C@@H](C2C=C1)C